COC(=O)[C@H]1N(C(C(C1)C)O)C(=O)OC(C)(C)C (2S)-5-hydroxy-4-methylpyrrolidine-1,2-dicarboxylic acid 1-tert-butyl 2-methyl ester